NC=1C=NC2=CC(=CC=C2C1P(C)(C)=O)Br (3-Amino-7-bromoquinolin-4-yl)dimethylphosphine oxide